1,3-dimethylbenzyl bromide CC1(CBr)CC(=CC=C1)C